C(#N)C=1C(=NC(=C(C1CC)C#N)N(C)C)SCC1=CC=C(C(=O)NCCO)C=C1 4-(((3,5-dicyano-6-(dimethylamino)-4-ethylpyridin-2-yl)thio)methyl)-N-(2-hydroxyethyl)benzamide